ClC1=C2C=CC=NC2=C(C=C1)OCC(=O)OC(CCCCC)C 1-methylhex-1-yl (5-chloro-8-quinolineoxy)acetate